4-(3-(1-ethylpiperidin-4-yl)phenyl)-1H-1,2,3-triazol C(C)N1CCC(CC1)C=1C=C(C=CC1)C=1N=NNC1